CC1(N(C(N(C1=O)C1=CC(=C(C#N)C=C1)SC)=S)CC=1C=NC(=CC1)C)C 4-(4,4-dimethyl-3-((6-methylpyridin-3-yl)methyl)-5-oxo-2-thioxoimidazolidin-1-yl)-2-(methylthio)benzonitrile